C1CCC2=C(C=3CCCC3C=C12)NC(=O)NS(=O)(=O)C1CCNCC1 4-(N-((1,2,3,5,6,7-hexahydro-s-indacen-4-yl)carbamoyl)sulfamoyl)piperidine